(1s,4s)-N-(4-Chloro-3-cyanophenyl)-4-(4-methyl-1-oxoisoindolin-2-yl)cyclohexanecarboxamide ClC1=C(C=C(C=C1)NC(=O)C1CCC(CC1)N1C(C2=CC=CC(=C2C1)C)=O)C#N